(Z)-5-(2-(pyridin-3-yl)ethyl)thiophene-2-carbaldehyde oxime N1=CC(=CC=C1)CCC1=CC=C(S1)\C=N/O